methyl 6-((2,6-bis(hydroxymethyl) pyridin-4-yl) amino)-6-oxohexanoate OCC1=NC(=CC(=C1)NC(CCCCC(=O)OC)=O)CO